C(#N)C=1C=C(C=NC1)S(=O)(=O)N(C(C(F)(F)F)C1=CC(=C(C=C1)F)OC)CC 5-cyano-N-ethyl-N-(2,2,2-trifluoro-1-(4-fluoro-3-methoxyphenyl)ethyl)pyridine-3-sulfonamide